NC1CCC(CC1)C(C)OC=1C=C(C=CC1Br)C1=NNC(O1)=O 5-(3-{1-[(1R,4r)-4-aminocyclohexyl]ethoxy}-4-bromophenyl)-1,3,4-oxadiazol-2(3H)-one